NC1=C(C=CC=C1)C1=C(N=C2N(C1=O)C1=C(N2CC(=O)NC2=CC=C(C=C2)C(F)(F)F)C=CC=C1)CC 2-(3-(2-Aminophenyl)-2-ethyl-4-oxobenzo[4,5]imidazo[1,2-a]pyrimidin-10(4H)-yl)-N-(4-(trifluoromethyl)phenyl)acetamide